BrC1=CC=C(C=C1)CCCOCC 1-bromo-4-(3-ethoxypropyl)benzene